BrC1=CC=C(C(=O)C=2C(=CC(N(N2)C2=C(C=CC=C2C2CC2)F)=O)O)C=C1 6-(4-Bromobenzoyl)-2-(2-fluoro-6-cyclopropylphenyl)-5-hydroxypyridazin-3(2H)-one